hydrogen tartrate, hydrochloride Cl.C(=O)(O)C(O)C(O)C(=O)O